8-methoxy-3-(6-(2-(2-methoxyethoxy)phenoxy)benzo[d]thiazol-2-yl)-2-thioxo-2,3-dihydro-4H-pyrido[2,3-e][1,3]oxazin-4-one COC1=CC=NC=2C(N(C(OC21)=S)C=2SC1=C(N2)C=CC(=C1)OC1=C(C=CC=C1)OCCOC)=O